CN1N=CC(=C1)C1N2C(C3=CC=CC=C13)=CN=C2 5-(1-methyl-1H-pyrazol-4-yl)-5H-imidazo[5,1-a]isoindole